ClC=1C=CC(=C(CNCC2CCNCC2)C1)OCCOC N-(5-chloro-2-(2-methoxyethoxy)benzyl)-1-(piperidin-4-yl)methanamine